N=1C=CN2N=C(C=CC21)C=2C=CN1N=C(N=CC12)N[C@@H]1C[C@H](C1)OCCOC 5-(imidazo[1,2-b]pyridazin-6-yl)-N-(trans-3-(2-methoxyethoxy)cyclobutyl)pyrrolo[2,1-f][1,2,4]triazin-2-amine